tert-butyl N-[[4-[2-[4-[[4-[3-(2,4-dioxohexahydropyrimidin-1-yl)-1-methyl-indazol-6-yl]-1-piperidyl] methyl]phenyl]pyrazolo[1,5-a]pyrimidin-7-yl]-2-fluoro-phenyl]methyl]carbamate O=C1N(CCC(N1)=O)C1=NN(C2=CC(=CC=C12)C1CCN(CC1)CC1=CC=C(C=C1)C1=NN2C(N=CC=C2C2=CC(=C(C=C2)CNC(OC(C)(C)C)=O)F)=C1)C